2,3-bis(methylthio)phenylboronic acid CSC1=C(C=CC=C1SC)B(O)O